NC1=NC2=CC=CC=C2C(=C1)C=1N=NN(C1)CC1=CC=CC(=N1)C(C)(C)O 2-(6-{[4-(2-aminoquinolin-4-yl)-1H-1,2,3-triazol-1-yl]methyl}pyridin-2-yl)propan-2-ol